OCC(C)(C)C1=CC=C(C=C1)C(CCCN1CCC(CC1)C(C1=CC=CC=C1)(C1=CC=CC=C1)O)O 1-[p-(2-hydroxyMethyl-2-propyl)phenyl]-4-[4-(α-hydroxy-α-phenylbenzyl)-1-piperidinyl]butanol